2-(1-methyl-7-oxo-3-((4-(trifluoromethyl)phenyl)amino)-1,7-dihydro-6H-pyrazolo[4,3-d]Pyrimidin-6-yl)acetic acid CN1N=C(C=2N=CN(C(C21)=O)CC(=O)O)NC2=CC=C(C=C2)C(F)(F)F